N[C@H]1C=C[C@H](C1)C(=O)OC methyl (1S,4R)-4-aminocyclopent-2-ene-1-carboxylate